ethyl-[4-[[4-[ethyl-[(3-sulfophenyl)methyl]amino]phenyl]-(4-hydroxy-2-sulfophenyl)methylidene]-1-cyclohexa-2,5-dienylidene]-[(3-sulfophenyl)methyl]azanium C(C)[N+](CC1=CC(=CC=C1)S(=O)(=O)O)=C1C=CC(C=C1)=C(C1=C(C=C(C=C1)O)S(=O)(=O)O)C1=CC=C(C=C1)N(CC1=CC(=CC=C1)S(=O)(=O)O)CC